C(C)N1C(=NN(C1=O)C=1C=C2C(=CN(C(C2=CC1F)=O)C1=C(C=CC(=C1)C)F)C(=C)C)CO 6-(4-Ethyl-3-(hydroxymethyl)-5-oxo-4,5-dihydro-1H-1,2,4-triazol-1-yl)-7-fluoro-2-(2-fluoro-5-methylphenyl)-4-(prop-1-en-2-yl)isoquinolin-1(2H)-one